NC1=C2NC(N(C2=NC(=N1)OCCCC)CC1=CC=C(C=C1)CN1CCCCC1)=O 6-Amino-2-butoxy-9-(4-(piperidin-1-ylmethyl)benzyl)-7H-purin-8(9H)-one